C(C)(C)(C)OC([C@H](CC=1C=NC=CC1C#N)NC(=O)OC(C)(C)C)=O.COCCO[Si](C=C)(OCCOC)OCCOC tri(2-methoxyethoxy)(vinyl)silane tert-butyl-(S)-2-((tert-butoxycarbonyl)amino)-3-(4-cyano-pyridin-3-yl)propanoate